5-chloro-2-(3-chloro-2-pyridyl)-N-[2,4-dichloro-6-[(1-cyano-1-methyl-ethyl)carbamoyl]phenyl]pyrazole-3-carboxamide ClC=1C=C(N(N1)C1=NC=CC=C1Cl)C(=O)NC1=C(C=C(C=C1C(NC(C)(C)C#N)=O)Cl)Cl